{4-[5-(trifluoromethyl)-1,2,4-oxadiazol-3-yl]phenyl}carbamic acid methyl ester COC(NC1=CC=C(C=C1)C1=NOC(=N1)C(F)(F)F)=O